BrC1=CC(=C(C=C1)N1C(C=CC2=CC(=CC=C12)S(=O)(=O)NC1=NOC=C1)=O)OC 1-(4-BROMO-2-METHOXYPHENYL)-N-(ISOXAZOL-3-YL)-2-OXO-1,2-DIHYDROQUINOLINE-6-SULFONAMIDE